7-(tert-butoxycarbonyl)-2-(4-hydroxyphenyl)-6-methyl-3-oxo-5H,6H,8H-imidazo[1,5-a]pyrazine-1-carboxylic acid C(C)(C)(C)OC(=O)N1CC=2N(CC1C)C(N(C2C(=O)O)C2=CC=C(C=C2)O)=O